(bis(2-azidoethyl)carbamoyl)-2,2-dimethyl-5-oxohexahydroimidazo[5,1-b]thiazole-7-carboxylic acid N(=[N+]=[N-])CCN(C(=O)C1N2C(SC1(C)C)C(NC2=O)C(=O)O)CCN=[N+]=[N-]